FC1=C(C(=O)N[C@@H](C(=O)N2CCC3(CC2)C(CNC(C3)=O)C3=C(C=CC=C3)F)C(C)C)C=C(C=C1)C(F)(F)F 2-fluoro-N-((2R)-1-(7-(2-fluorophenyl)-10-oxo-3,9-diazaspiro[5.5]undecan-3-yl)-3-methyl-1-oxobutan-2-yl)-5-(trifluoromethyl)benzamide